CS(=O)(=O)[O-].C[NH+]1CCCCC1 N-methylpiperidinium methanesulfonat